C[N+](=C(N)N)CC[C@@H](CC(=O)N[C@H]1C=C[C@@H](O[C@@H]1C(=O)[O-])N2C=CC(=NC2=O)N)[NH3+] The molecule is a guanidinium ion that is the conjugate acid of blasticidin S. It is a guanidinium ion and an antibiotic antifungal agent. It is a conjugate acid of a blasticidin S.